C(=O)(OC1=CC=CC=2NN=NC21)OC2=CC=CC=1NN=NC12 carbonyldioxy-bis-1,2,3-benzotriazole